N,N-didodecyl-acetamide C(CCCCCCCCCCC)N(C(C)=O)CCCCCCCCCCCC